2-{2-[(4-benzyl-5-cyclopropyl-4H-1,2,4-triazol-3-yl)sulfanyl]acetamido}-4,5,6,7-tetrahydro-1-benzothiophene-3-carboxamide C(C1=CC=CC=C1)N1C(=NN=C1C1CC1)SCC(=O)NC=1SC2=C(C1C(=O)N)CCCC2